2-propyl-1,5-pentanediamine C(CC)C(CN)CCCN